ClC=1C(=NC(=NC1)NC=1C=C2CCNCC2=CC1)NC1=CC=C2C(OC(C2=C1)=O)(C)C 6-((5-chloro-2-((1,2,3,4-tetrahydroisoquinolin-6-yl)amino)pyrimidin-4-yl)amino)-3,3-dimethylisobenzofuran-1(3H)-one